C(CCCCC)C1=CC=C(C=C)C=C1 p-n-hexylstyrene